nickel-manganese-aluminum salt [Al].[Mn].[Ni]